C(C1=CC=CC=C1)N1C(=CC=C1C(NCC1=CC=CC=C1)=O)C(=O)O 1-benzyl-5-(benzylcarbamoyl)-1H-pyrrole-2-carboxylic acid